N-[2-(6-chloro-2-pyridyl)-2-(1-methylpyrazol-4-yl)propyl]-5-cyclopentyl-isoxazole-3-carboxamide ClC1=CC=CC(=N1)C(CNC(=O)C1=NOC(=C1)C1CCCC1)(C)C=1C=NN(C1)C